C1(CC1)CNC1CCN(CC1)C1=CC(=C(C=C1)NC(=O)C=1C(=CC=2N(C1)C=C(N2)C)OC)F N-(4-(4-((cyclopropylmethyl)amino)piperidin-1-yl)-2-fluorophenyl)-7-methoxy-2-methylimidazo[1,2-a]pyridine-6-carboxamide